C(#N)C1=CC=C(OCC2=CC=C(C(=O)NC3=CC(=C(C=C3)O)S(=O)(=O)C)C=C2)C=C1 4-((4-cyanophenoxy)methyl)-N-(4-hydroxy-3-(methylsulfonyl)phenyl)benzamide